trans-(4-(3,4-dihydroisoquinolin-2(1H)-yl)piperidin-3-yl)carbamic acid tert-butyl ester C(C)(C)(C)OC(N[C@@H]1CNCC[C@H]1N1CC2=CC=CC=C2CC1)=O